C(C)O[C@@H](CNC(OC(C)(C)C)=O)C tert-butyl (R)-(2-ethoxypropyl)carbamate